C(CC(C)C)C1=C(C2=C(N(C(=N2)OC)C(=O)N)C=C1)N1CCOCC1 iso-Pentyl-2-methoxy-4-morpholino-1H-benzo[d]imidazole-1-carboxamide